NC1=NC(=C(C=C1C(=O)C12CC(C1)(C2)C(F)(F)F)F)C (2-amino-5-fluoro-6-methyl-3-pyridyl)-[3-(trifluoromethyl)-1-bicyclo[1.1.1]pentanyl]methanone